(S)-2-methyl-N-[(1S)-1-[6-(trifluoromethyl)pyridin-3-yl]ethyl]propane-2-sulphinamide CC(C)(C)[S@](=O)N[C@@H](C)C=1C=NC(=CC1)C(F)(F)F